7-(difluoromethyl)-3-methyl-1-((4-oxocyclohexyl)methyl)-1H-purine-2,6(3H,7H)-dione FC(N1C=NC=2N(C(N(C(C12)=O)CC1CCC(CC1)=O)=O)C)F